The molecule is a hopanoid that consists of bacteriohopane-32,33,34,35-tetrol carrying an additional methyl substituent at the 2beta-position. It has a role as a bacterial metabolite. It is a hopanoid and a pentacyclic triterpenoid. It derives from a bacteriohopane-32,33,34,35-tetrol. C[C@H]1C[C@@]2([C@H]3CC[C@@H]4[C@]5(CC[C@@H]([C@@H]5CC[C@]4([C@@]3(CC[C@H]2C(C1)(C)C)C)C)[C@H](C)CC[C@H]([C@H]([C@H](CO)O)O)O)C)C